di-n-octyl-tin C(CCCCCCC)[Sn]CCCCCCCC